1,3-bis(N,N-diglycidylaminomethyl)dichlorohexane C(C1CO1)N(CC1CO1)CC(CC(CCC)CN(CC1CO1)CC1CO1)(Cl)Cl